N1N=C(C=C1)CC=1C(=NC2=CC(=CC=C2C1N)C1=NNC=C1)N (1H-pyrazol-3-yl)methyl-7-(1H-pyrazol-3-yl)quinoline-2,4-diamine